ClC1=CC2=C(S1)CCC=C2 2-chloro-6,7-dihydrobenzo[b]thiophene